C1CCC2=C(C=3CCCC3C=C12)NC(=O)NS(=O)(=O)C1=CC=2CN3CCC(C2N1)CC3 N-((1,2,3,5,6,7-hexahydro-s-indacen-4-yl)carbamoyl)-4,6,7,8-tetrahydro-1H-5,8-ethanopyrrolo[3,2-c]azepine-2-sulfonamide